C(C)(=O)N[C@H]1[C@H](OC2=CC=C(C=C2)[N+](=O)[O-])O[C@@H]([C@H]([C@@H]1O)O)CO 4-nitrophenyl 2-acetamido-2-deoxy-β-D-glucopyranoside